((4-bromo-3-(2-fluoroethoxy)benzyl)(4H-1,2,4-triazol-4-yl)amino)benzonitrile BrC1=C(C=C(CN(N2C=NN=C2)C2=C(C#N)C=CC=C2)C=C1)OCCF